1-Benzyl-3-methylimidazolinium C(C1=CC=CC=C1)[NH+]1CN(CC1)C